S(OC1=CC=C(C=C1)OCC1=C(C=C(C=C1F)CN1N=C(N=C1)NS(=O)(=O)C)F)(=O)(=O)F 4-((2,6-difluoro-4-((3-(methylsulfonamido)-1H-1,2,4-triazol-1-yl)methyl)benzyl)oxy)phenyl sulfurofluoridate